N[C@@H]1[C@@H](CCCC1)N(C=1C=C2C(N(C(C2=CC1)=O)C1C(NC(CC1)=O)=O)=O)C 5-(((1R,2S)-2-Aminocyclohexyl)(methyl)amino)-2-(2,6-dioxopiperidin-3-yl)isoindolin-1,3-dion